C1(=CC=CC=C1)C=1N=CC(=NC1C1=CC=CC=C1)N(CCCCOCC(=O)[O-])C(C)C {4-[(5,6-diphenylpyrazin-2-yl) (propan-2-yl)amino]butoxy}acetate